Indole trihydrochloride Cl.Cl.Cl.N1C=CC2=CC=CC=C12